CN1CCN(CC1)C=1C=CC(=NC1)NC=1C=CC(=C2CNC(C12)=O)C=1C=NN2C1N=CC(=C2)C 7-[[5-(4-methylpiperazin-1-yl)-2-pyridyl]amino]-4-(6-methylpyrazolo[1,5-a]pyrimidin-3-yl)isoindolin-1-one